F[C@H]1CN(CC[C@H]1NC1=CC=CC2=C1SC(=C2CC(F)(F)F)I)C([2H])([2H])[2H] (3S,4R)-3-fluoro-N-(2-iodo-3-(2,2,2-trifluoroethyl)benzo[b]thiophen-7-yl)-1-(methyl-d3)piperidin-4-amine